C(CCCCC\C=C\C=C\C)=O (7E,9E)-undeca-7,9-dien-1-al